C(C)(=O)O[C@H]1[C@@H](O[C@]([C@H]1OCC1=CC=CC=C1)(CN=[N+]=[N-])COCC1=CC=CC=C1)N1C(NC(C(=C1)C)=O)=O 1-{2-O-Acetyl-5-azido-3-O-benzyl-4-[(benzyloxy)methyl]-5-deoxy-α-L-lyxofuranosyl}-5-methylpyrimidine-2,4(1H,3H)-dione